C1(CC1)C=1C=C(C(=NC1)C(=O)N([C@@H]1CNC[C@@H](C1)C=1OC(=NN1)C)CC1CC1)NC1CC(C1)OC 5-cyclopropyl-N-(cyclopropylmethyl)-3-(((1r,3s)-3-methoxycyclobutyl)amino)-N-((3s,5r)-5-(5-methyl-1,3,4-oxadiazol-2-yl)piperidin-3-yl)pyridinecarboxamide